NC1=NC=NC=2N(C3=CC(=C(C=C3C21)C(F)(F)F)OC)CC(=O)OC(C)(C)C tert-butyl 2-(4-amino-7-methoxy-6-(trifluoromethyl)-9H-pyrimido[4,5-b]indol-9-yl)acetate